F[C@H]1CN(CC[C@H]1C1=C(C(=NC(=N1)N)C=1N=CN(C1)C=1C(=NC=CC1)C(F)(F)F)C(F)(F)F)S(=O)(=O)C ((3R,4S)-3-fluoro-1-(methylsulfonyl)piperidin-4-yl)-5-(trifluoromethyl)-4-(1-(2-(trifluoromethyl)pyridin-3-yl)-1H-imidazol-4-yl)pyrimidin-2-amine